FC(C1=CC=C(C=C1)[N+](=O)[O-])F 4-difluoromethylnitrobenzene